(R)-2-(6-bromo-1-oxoisoindolin-2-yl)-N-((S)-1-(6-(dimethylamino)pyridin-2-yl)-2-hydroxyethyl)propionamide BrC1=CC=C2CN(C(C2=C1)=O)[C@@H](C(=O)N[C@H](CO)C1=NC(=CC=C1)N(C)C)C